4-bromo-N-(1-(4-chlorophenyl)-4-(4,5-dihydrooxazole-2-yl)-1H-pyrazol-5-yl)benzamide 4-(2-decanoyloxyethoxycarbonyloxy)-benzenesulfonate C(CCCCCCCCC)(=O)OCCOC(=O)OC1=CC=C(C=C1)S(=O)(=O)O.BrC1=CC=C(C(=O)NC2=C(C=NN2C2=CC=C(C=C2)Cl)C=2OCCN2)C=C1